Methyl (E)-4-[6-[2,4-difluoro-N-[(4-methoxyphenyl) methyl] anilino] pyrazin-2-yl]-4-ethyl-hex-2-enoate FC1=C(N(CC2=CC=C(C=C2)OC)C2=CN=CC(=N2)C(/C=C/C(=O)OC)(CC)CC)C=CC(=C1)F